2-(1,2,4-oxadiazole-3-carbonyl)-2,3,3a,4,10,10a-hexahydro-1H,7H-dipyrrolo[3,4-b:3',4'-f][1,4,5]oxathiazocine-8-carboxamide O1N=C(N=C1)C(=O)N1CC2NSC=3C(OCC2C1)=C(NC3)C(=O)N